(S)-tert-butyl 3-(2-chloro-6-(6-(methylcarbamoyl)pyrimidin-4-yl)pyridin-4-yl)-4-(methyl-sulfonyl)piperazine-1-carboxylate ClC1=NC(=CC(=C1)[C@H]1CN(CCN1S(=O)(=O)C)C(=O)OC(C)(C)C)C1=NC=NC(=C1)C(NC)=O